2-fluoro-1-Nitro-4-(trifluoromethyl)benzene octadecyl-3,5-di-tert-butyl-4-hydroxybenzoate C(CCCCCCCCCCCCCCCCC)OC(C1=CC(=C(C(=C1)C(C)(C)C)O)C(C)(C)C)=O.FC1=C(C=CC(=C1)C(F)(F)F)[N+](=O)[O-]